FC(C)(F)C1=NC(=CC(=N1)NC1=CC(=NC=C1OCC=1N(C=CN1)C)NC(C)=O)C N-(4-((2-(1,1-difluoroethyl)-6-methylpyrimidin-4-yl)amino)-5-((1-methyl-1H-imidazol-2-yl)methoxy)pyridin-2-yl)acetamide